N1=C(C=CC(=C1)NC(=O)C1=CN=CO1)C1=NC=CC=C1 N-([2,2'-bipyridin]-5-yl)oxazole-5-carboxamide